N1(CCOCC1)C1=NC(=CC2=C1N=C(N=C2)NC2=NC=C(C=C2)N2CCNCC2)CCO 2-[8-morpholin-4-yl-2-[(5-piperazin-1-ylpyridin-2-yl)amino]pyrido[3,4-d]pyrimidin-6-yl]ethanol